NC1=C2C(=NC=N1)N(N=C2CC2=CC=CC1=CC=CC=C21)CC(=O)N 2-(4-amino-3-(naphthalen-1-ylmethyl)-1H-pyrazolo[3,4-d]pyrimidin-1-yl)acetamide